isostearyl phosphate, dibutylmethylphosphonium salt C(CCC)[PH+](C)CCCC.P(=O)(OCCCCCCCCCCCCCCCC(C)C)([O-])[O-].C(CCC)[PH+](CCCC)C